4-hydroxy-N-((S)-1-(4-(4-methylthiazol-5-yl)phenyl)ethyl)pyrrolidine-2-carboxamide citrate C(CC(O)(C(=O)O)CC(=O)O)(=O)O.OC1CC(NC1)C(=O)N[C@@H](C)C1=CC=C(C=C1)C1=C(N=CS1)C